F/C(/C(=O)[O-])=C/C(=O)[O-] fluoromaleate